C(C)C1=C(C=C(C(=O)O)C=C1)S(NC1=C(C=CC(=C1)C(F)(F)F)C1=NC=CC=C1)(=O)=O 4-ethyl-3-(N-(2-(pyridin-2-yl)-5-(trifluoromethyl)phenyl)sulfamoyl)benzoic Acid